CC(C)([S@](=O)NCC1=NC=CC(=C1F)C1=CC(=CC=2C=COC21)COC2=C(C=CC(=C2C)C)CC(=O)OCC)C (+)-(S)-ethyl 2-(2-((7-(2-((1,1-dimethylethylsulfinamido)methyl)-3-fluoropyridin-4-yl)benzofuran-5-yl)methoxy)-3,4-dimethylphenyl)acetate